ClC1=C(C=CC(=C1)F)C1=CC(OC2=CC(=CC=C12)O[C@@H](C(=O)N1C[C@H](CC1)CC(=O)O)C)=O 2-[(3R)-1-[(2R)-2-[4-(2-chloro-4-fluoro-phenyl)-2-oxo-chromen-7-yl]oxypropionyl]pyrrolidin-3-yl]acetic acid